CC1([C@@H](N2C([C@H]([C@H]2S1)NC([C@@H](C1=CC=CC=C1)N)=O)=O)C(=O)[O-])C.[Na+] sodium (2S,5R,6R)-3,3-dimethyl-6-[(R)-2-amino-2-phenylacetylamino]-7-oxo-4-thia-1-azabicyclo[3.2.0]heptane-2-carboxylate